tert-butyl 2-oxo-3H-spiro[indene-1,4'-piperidine]-1'-carboxylate O=C1CC2=CC=CC=C2C12CCN(CC2)C(=O)OC(C)(C)C